S(CCC(C(=O)[O-])CC1=CC(=C(C(=C1)C(C)(C)C)O)C(C)(C)C)CCC(C(=O)[O-])CC1=CC(=C(C(=C1)C(C)(C)C)O)C(C)(C)C thiodiethylenebis[3-[3,5-di-tert-butyl-4-hydroxyphenyl]propionate]